benzyl ((2S,3S)-5-(6-bromo-7-fluoro-1-oxoisoquinolin-2(1H)-yl)-3-((tertbutyldimethylsilyl)oxy)pentan-2-yl)carbamate BrC=1C=C2C=CN(C(C2=CC1F)=O)CC[C@@H]([C@H](C)NC(OCC1=CC=CC=C1)=O)O[Si](C)(C)C(C)(C)C